COC1=CC2=C(C3=C(C(N(C3)CCCC(=O)O)=O)S2)C=C1OC 4-(6,7-dimethoxy-3-oxo-1,3-dihydro-2H-benzo[4,5]thieno[2,3-c]pyrrol-2-yl)butanoic acid